C1(CC1)C=1C=CC(=C(C1)O)C=1C=2N(C(=NN1)N[C@H]1CN(CCC1)C)C=CC2 5-cyclopropyl-2-(4-{[(3R)-1-methylpiperidin-3-yl]amino}pyrrolo[1,2-d][1,2,4]triazin-1-yl)phenol